2-(3-((2S,5R)-2,6-Dimethylmorpholin-4-carbonyl)-5,6-dihydrocyclopenta[c]pyrazol-1(4H)-yl)-1-(7-(2,3-dimethylphenyl)-4,7-diazaspiro[2.5]octan-4-yl)ethanon C[C@H]1CN(CC(O1)C)C(=O)C=1C2=C(N(N1)CC(=O)N1C3(CC3)CN(CC1)C1=C(C(=CC=C1)C)C)CCC2